C(C1=CC=CC=C1)N1N=C(C=C1)C=1C=CC(=C(C1)N)Br 1-benzyl-3-(2-bromo-1-aminobenzene-5-yl)-1H-pyrazole